4-[3-chloro-4-(cyclopropylaminocarbonyl)aminophenoxy]7-methoxy-6-quinolineformamide ClC=1C=C(OC2=CC=NC3=CC(=C(C=C23)C(=O)N)OC)C=CC1NC(=O)NC1CC1